O[C@H](CCC=1C=NC=CC1)[C@H]1CC[C@H]2[C@@H]3CC[C@@H]4CCCC[C@@]4([C@H]3CC[C@]12C)C (3S,5S,8R,9S,10S,13S,14S,17S)-17-((R)-1-hydroxy-3-(pyridin-3-yl)propyl)-10,13-dimethylhexadecahydro-1H-cyclopenta[a]phenanthren